4-amino-7-chloro-1-cyclohexyl-quinazolin-2(1H)-one NC1=NC(N(C2=CC(=CC=C12)Cl)C1CCCCC1)=O